2-methacryloylthiomethylthio-5-n-propylthio-1,3,4-thiadiazole C(C(=C)C)(=O)SCSC=1SC(=NN1)SCCC